(2E,4E)-deca-2,4-dienal C(\C=C\C=C\CCCCC)=O